FC(C=1C=C(C=CC1)S(=O)(=O)N1C2=C(SCC1)C(=CN=C2)C2=CC=C(C#N)C=C2)(F)F 4-(4-((3-(Trifluoromethyl)phenyl)sulfonyl)-3,4-dihydro-2H-pyrido[4,3-b][1,4]thiazin-8-yl)benzonitrile